C1(NCC2=CC=CC=C12)=O (E)-2,3-dihydro-1H-isoindol-1-one